FC1=C2C(=CN=C1)NC=C2C(C2CCN(CC2)C(=O)OC(C)(C)C)O tert-Butyl 4-((4-fluoro-1H-pyrrolo[2,3-c]pyridin-3-yl)(hydroxy)methyl)-piperidine-1-carboxylate